(7-(1-methylcyclopropyl)-quinoline-4-carbonyl)glycine CC1(CC1)C1=CC=C2C(=CC=NC2=C1)C(=O)NCC(=O)O